2-(2,4-Dioxotetrahydropyrimidin-1(2H)-yl)-5-((3-(4'-fluoro-3,4,5,6-tetrahydro-[1,1'-biphenyl]-2-carbonyl)-3,6-diazabicyclo[3.1.1]heptan-6-yl)methyl)isoindoline-1,3-dione O=C1N(CCC(N1)=O)N1C(C2=CC=C(C=C2C1=O)CN1C2CN(CC1C2)C(=O)C2=C(CCCC2)C2=CC=C(C=C2)F)=O